5-fluoro-1'-(4'-oxo-1,3-dihydro-4'H-spiro[indene-2,5'-[1,3]oxazol]-2'-yl)-3H-spiro[2-benzofuran-1,4'-piperidin]-3-one FC1=CC2=C(C=C1)C1(CCN(CC1)C=1OC3(C(N1)=O)CC1=CC=CC=C1C3)OC2=O